(R)-N-(3,3-difluoro-1-(methyl-d3)piperidin-4-yl)-5-(4-fluoro-1-(2-fluoroethyl)-1H-benzo[d]imidazol-6-yl)-4-methoxypyrrolo[2,1-f][1,2,4]triazin-2-amine FC1(CN(CC[C@H]1NC1=NN2C(C(=N1)OC)=C(C=C2)C=2C=C(C1=C(N(C=N1)CCF)C2)F)C([2H])([2H])[2H])F